(4-Benzylpiperidin-1-yl)ethan-1-amine C(C1=CC=CC=C1)C1CCN(CC1)C(C)N